tert-butyl cis-4-(3-chloro-5-(3-(5-chloro-1H-indol-3-yl)ureido)pyridin-2-yl)-2,6-dimethylpiperazine-1-carboxylate ClC=1C(=NC=C(C1)NC(=O)NC1=CNC2=CC=C(C=C12)Cl)N1C[C@@H](N([C@@H](C1)C)C(=O)OC(C)(C)C)C